methyl 3-{[(2-chloro-5-fluoropyridin-3-yl)oxy]methyl}-5-fluorobenzoate ClC1=NC=C(C=C1OCC=1C=C(C(=O)OC)C=C(C1)F)F